2,6-dibromobenzoyl-formic acid BrC1=C(C(=O)C(=O)O)C(=CC=C1)Br